F[C@@H]1CN(CC[C@@H]1NC1=NN2C(C(=N1)OC)=C(C(=C2)F)C=2C=CC1=C(N(N=N1)CCCF)C2)C(CO)=O 1-((3R,4S)-3-fluoro-4-((6-fluoro-5-(1-(3-fluoropropyl)-1H-benzo[d][1,2,3]triazol-6-yl)-4-methoxypyrrolo[2,1-f][1,2,4]triazin-2-yl)amino)piperidin-1-yl)-2-hydroxyethan-1-one